3-(5-(4'-((2-amino-2-oxoethyl)thio)-[1,1'-biphenyl]-4-yl)-6-chloro-1H-indazol-3-yl)-propanoic acid NC(CSC1=CC=C(C=C1)C1=CC=C(C=C1)C=1C=C2C(=NNC2=CC1Cl)CCC(=O)O)=O